O[C@H]1C([C@H](C1)NC=1C2=C(N(C(N1)=O)C1=C(C=CC=C1)Cl)N=C(C=C2)C(F)(F)F)(C)C 4-[((cis)-3-hydroxy-2,2-dimethylcyclobutyl)amino]-1-(2-chlorophenyl)-7-(trifluoromethyl)-pyrido[2,3-d]-pyrimidin-2(1H)-one